C(#N)C1=C(C=NC(=C1)C(F)(F)F)C=1C=C(C(=O)N(C)C2=C(C=CC=C2)OC)C=CC1F 3-(4-cyano-6-trifluoromethyl-pyridin-3-yl)-4-fluoro-N-(2-methoxy-phenyl)-N-methyl-benzamide